Butyl ((3-allyl-2-hydroxy-4-methylphenyl)sulfonyl)-L-prolinate C(C=C)C=1C(=C(C=CC1C)S(=O)(=O)N1[C@@H](CCC1)C(=O)OCCCC)O